C1(CCCCC1)NSC=1SCCN1 N-cyclohexyl-4,5-dihydrothiazole-2-sulfenamide